O1CCN(CC1)C1=C(C(=O)NC=2SC(=NN2)OCC2=CC=C(C=C2)C=2OC=CN2)C=CC=N1 2-morpholino-N-(5-((4-(oxazol-2-yl)benzyl)oxy)-1,3,4-thiadiazol-2-yl)nicotinamide